NC1=NC=NN2C1=CC=C2[C@]2([C@@H]([C@@H]([C@H](O2)CCC(=O)[O-])O)O)C#N (2R,3S,4R,5R)-5-(4-aminopyrrolo[2,1-f][1,2,4]triazin-7-yl)-5-cyano-3,4-dihydroxytetrahydrofuran-2-propanoate